The molecule is an alpha-diketone that is ethane-1,2-dione substituted by phenyl groups at positions 1 and 2 respectively. It is an alpha-diketone and an aromatic ketone. C1=CC=C(C=C1)C(=O)C(=O)C2=CC=CC=C2